FC(C1=CC=C(C=C1)C1=CC=NC(N1[C@@H](C)C(C)(C)O)C=1C=NC=CC1)F 6-[4-(Difluoromethyl)phenyl]-N-[(2S)-3-hydroxy-3-methylbutan-2-yl]-2-(pyridin-3-yl)pyrimidin